dimethyl-3,3-diphenylpropan-1-aminium bromide [Br-].CC(CC(C1=CC=CC=C1)C1=CC=CC=C1)([NH3+])C